(S)-2-amino-N-((S)-1-(methylamino)-1-oxo-3-(tritylthio)propan-2-yl)-3-(tritylthio)propionamide N[C@@H](C(=O)N[C@@H](C(=O)NC)CSC(C1=CC=CC=C1)(C1=CC=CC=C1)C1=CC=CC=C1)CSC(C1=CC=CC=C1)(C1=CC=CC=C1)C1=CC=CC=C1